5-(8-((1S,2S)-2-(1-(2,2-difluoroethyl)-7-fluoro-1H-indazol-6-yl)cyclopropyl)imidazo[1,2-b]pyridazin-6-yl)pyrimidine-2,4(1H,3H)-dione FC(CN1N=CC2=CC=C(C(=C12)F)[C@@H]1[C@H](C1)C=1C=2N(N=C(C1)C=1C(NC(NC1)=O)=O)C=CN2)F